tert-butyl 4-(5-(7-carbamoyl-4-methyl-3,4-dihydroquinoxalin-1(2H)-yl)-1,3-dimethyl-2-oxo-1,2-dihydroquinolin-7-yl)piperidine-1-carboxylate C(N)(=O)C1=CC=C2N(CCN(C2=C1)C1=C2C=C(C(N(C2=CC(=C1)C1CCN(CC1)C(=O)OC(C)(C)C)C)=O)C)C